(R)-4-(6-((4-Hydroxy-1-(3-phenylbutanoyl)piperidin-4-yl)methyl)-2-methyl-7-oxo-6,7-dihydro-2H-pyrazolo[4,3-d]pyrimidin-3-yl)benzamide OC1(CCN(CC1)C(C[C@@H](C)C1=CC=CC=C1)=O)CN1C=NC=2C(C1=O)=NN(C2C2=CC=C(C(=O)N)C=C2)C